5-[(4R,9aS)-8-[[6-(1,4-diazepan-1-yl)-3-pyridyl]methyl]-4-methyl-3,4,6,7,9,9a-hexahydro-1H-pyrazino[1,2-a]pyrazin-2-yl]quinoline-8-carbonitrile N1(CCNCCC1)C1=CC=C(C=N1)CN1C[C@@H]2N([C@@H](CN(C2)C2=C3C=CC=NC3=C(C=C2)C#N)C)CC1